1-naphthyllithium C1(=CC=CC2=CC=CC=C12)[Li]